tert-butyl (2S)-4-({3-[(3-ethoxy-3-oxopropyl)amino]-1-methyl-1H-indazol-5-yl}methyl)-2-methylpiperazine-1-carboxylate C(C)OC(CCNC1=NN(C2=CC=C(C=C12)CN1C[C@@H](N(CC1)C(=O)OC(C)(C)C)C)C)=O